CC1(CCC2=NC=CC(=C2O1)C(=O)N)C 2,2-dimethyl-3,4-dihydropyrano[3,2-b]pyridine-8-carboxamide